(2,6-dioxo-3-(1-oxo-4-((2-oxo-2-(4-(1-(trifluoromethyl)cyclopropyl)-phenyl)-acetamido)methyl)isoindolin-2-yl)piperidin-1-yl)methyl D-valinate N[C@H](C(C)C)C(=O)OCN1C(C(CCC1=O)N1C(C2=CC=CC(=C2C1)CNC(C(C1=CC=C(C=C1)C1(CC1)C(F)(F)F)=O)=O)=O)=O